tert-Butyl((3-hydroxy-3-methylpyrrolidin-1-yl)sulfonyl)carbamate C(C)(C)(C)OC(NS(=O)(=O)N1CC(CC1)(C)O)=O